3-(Ethylsulfonyl)-7-(trifluoromethyl)imidazo[1,2-a]pyridin-2-carboxamid C(C)S(=O)(=O)C1=C(N=C2N1C=CC(=C2)C(F)(F)F)C(=O)N